ClC1=NNC(C(=C1)C(C)N1N=CC(=C1)NC([C@H](C1CCC(CC1)C)NC(=O)C=1N(N=CC1)C(C)C)=O)=O N-[(1S)-2-[[1-[1-(3-chloro-6-oxo-1H-pyridazin-5-yl)ethyl]pyrazol-4-yl]amino]-1-(4-methylcyclohexyl)-2-oxo-ethyl]-2-isopropyl-pyrazole-3-carboxamide